NC=1SC=C(N1)\C(\C(=O)N[C@H]1C2SCC(=C(N2C1=O)C(=O)O)CSC1=CC=CC=C1)=N/OC (7R)-7-((E)-2-(2-aminothiazol-4-yl)-2-(methoxyimino)acetamido)-8-oxo-3-((phenylsulfanyl)methyl)-5-thia-1-azabicyclo[4.2.0]oct-2-ene-2-carboxylic acid